The molecule is a trihydroxyflavanone that is (2S)-flavanone substituted by hydroxy groups at positions 3, 7 and 4' and prenyl groups at positions 6 and 8. Isolated from the roots of Lespedeza floribunda, it acts as a melanin synthesis inhibitor. It has a role as a metabolite and a melanin synthesis inhibitor. It is a member of dihydroflavonols, a trihydroxyflavanone, a secondary alpha-hydroxy ketone and a member of 4'-hydroxyflavanones. It derives from a (2S)-flavanone. CC(=CCC1=CC2=C(C(=C1O)CC=C(C)C)O[C@@H]([C@H](C2=O)O)C3=CC=C(C=C3)O)C